tert-butyl (1R,4R,5R)-5-((3-amino-7-bromo-6-(2-cyanoethyl)-2-(3-(dimethylamino)azetidin-1-yl)-8-fluoroquinolin-4-yl)amino)-2-azabicyclo[2.1.1]hexane-2-carboxylate NC=1C(=NC2=C(C(=C(C=C2C1N[C@@H]1[C@H]2CN([C@@H]1C2)C(=O)OC(C)(C)C)CCC#N)Br)F)N2CC(C2)N(C)C